NC1=NC=C(C=N1)C=1N=CN2C1N(C(C1=CC(=CC(=C21)[C@@](C)([2H])NC=2C(=NC(=CC2)Cl)C=2N=NN(N2)C([2H])([2H])[2H])C)=O)C (s)-3-(2-aminopyrimidin-5-yl)-9-(1-((6-chloro-2-(2-(methyl-d3)-2H-tetrazol-5-yl)pyridin-3-yl)amino)ethyl-1-d)-4,7-dimethylimidazo[1,5-a]quinazolin-5(4H)-one